tert-butyl ((1R,3R)-3-((2-(2-(2-hydroxyethoxy)ethoxy)ethoxy)methyl)cyclobutyl)carbamate OCCOCCOCCOCC1CC(C1)NC(OC(C)(C)C)=O